3-fluoro-5-(4,4,5,5-tetramethyl-1,3,2-dioxaborolan-2-yl)-2-((1,1,1-trifluoro-2-methylpropan-2-yl)oxy)pyridine FC=1C(=NC=C(C1)B1OC(C(O1)(C)C)(C)C)OC(C(F)(F)F)(C)C